FC1=C(C(=O)N(C2=NC=CC3=C2C=C(S3)CC=3C=NC=CC3)[C@H]3CNCCC3)C=CC(=C1)C=1N=NN(C1)C 2-fluoro-4-(1-methyltriazol-4-yl)-N-[(3R)-3-piperidyl]-N-[2-(3-pyridylmethyl)thieno[3,2-c]pyridin-4-yl]benzamide